6-N-[(1-aminocyclopropyl)methyl]-4-N-[(3-chloro-4-methylphenyl)methyl]-1-methylpyrazolo[3,4-d]pyrimidine-4,6-diamine NC1(CC1)CNC1=NC(=C2C(=N1)N(N=C2)C)NCC2=CC(=C(C=C2)C)Cl